ClC1=CC=C(N=N1)N1C[C@H](OCC1)C(O)([2H])[2H] [(2S)-4-(6-chloropyridazin-3-yl)morpholin-2-yl]-dideuterio-methanol